7-(4-fluoro-2-isopropoxy-anilino)thiazolo[5,4-d]pyrimidine-2-carboxylic acid ethyl ester C(C)OC(=O)C=1SC=2N=CN=C(C2N1)NC1=C(C=C(C=C1)F)OC(C)C